ethyl (E)-3-(2-fluoro-3-formyl-phenyl)prop-2-enoate FC1=C(C=CC=C1C=O)/C=C/C(=O)OCC